6-(4-hydroxyphenyl)-2-[(4-hydroxyphenyl)methyl]-8-(phenylmethyl)-7H-imidazo[3,2-a]pyrazin-3-one OC1=CC=C(C=C1)C=1NC(=C2N(C1)C(C(=N2)CC2=CC=C(C=C2)O)=O)CC2=CC=CC=C2